pentynamine C(#CCCC)N